ClC1=CC=C(C=C1)C1=C(CCC(C1)(C)C)C(=O)N1CCC(CC1)SC=1C=C2CN(C(C2=CC1)=O)C1C(NC(CC1)=O)=O 3-(5-((1-(4'-chloro-5,5-dimethyl-3,4,5,6-tetrahydro-[1,1'-biphenyl]-2-carbonyl)piperidin-4-yl)thio)-1-oxoisoindolin-2-yl)piperidine-2,6-dione